(3,3-difluorocyclobutyl)-[5-[3-(4-tetrahydropyran-2-yl-1,2,4-triazol-3-yl)phenyl]pyrrolo[2,3-b]pyrazin-2-yl]methanol FC1(CC(C1)C(O)C=1N=C2C(=NC1)N(C=C2)C2=CC(=CC=C2)C2=NN=CN2C2OCCCC2)F